[(3-{5-[(5-methoxypyridin-2-yl)methoxy]-1,3-benzoxazol-2-yl}phenyl)methyl]dimethylamine COC=1C=CC(=NC1)COC=1C=CC2=C(N=C(O2)C=2C=C(C=CC2)CN(C)C)C1